[2-(aminomethyl)-3,3-difluoro-allyl]-4-[[2-(1,3-benzodioxol-5-yl)phenyl]methyl]-1,2,4-triazol-3-one trifluoroacetate salt FC(C(=O)O)(F)F.NCC(CC=1N(C(NN1)=O)CC1=C(C=CC=C1)C1=CC2=C(OCO2)C=C1)=C(F)F